4-(3-chlorobenzyl)aniline ClC=1C=C(CC2=CC=C(N)C=C2)C=CC1